O=C1NC(CCC1N1C(C2=CC=C(C=C2C1=O)O[C@H]1CN(CC1)CC1=CC=NC2=CC=CC=C12)=O)=O 2-(2,6-dioxopiperidin-3-yl)-5-(((R)-1-(quinolin-4-ylmethyl)pyrrolidin-3-yl)oxy)isoindoline-1,3-dione